2-[2-(2,2-difluoroethoxy)phenyl]-3-oxo-2,3-dihydropyridazine-4-carboxylic Acid FC(COC1=C(C=CC=C1)N1N=CC=C(C1=O)C(=O)O)F